IC=1C=CC(=C(CNC2C(NCCC2)C2=CC=CC=C2)C1)C(F)(F)F N-(5-iodo-2-(trifluoromethyl)benzyl)-2-phenylpiperidin-3-amine